5-(5-{1,6-diazaspiro[3.4]octan-1-yl}thieno[2,3-d][1,3]thiazol-2-yl)-7-fluoro-2-methylindazole N1(CCC12CNCC2)C2=CC1=C(N=C(S1)C1=CC3=CN(N=C3C(=C1)F)C)S2